(S)-(4-(6-(6-(Difluoromethyl)imidazo[1,2-b]pyridazin-3-yl)pyrimidin-4-yl)morpholin-2-yl)methanol FC(C=1C=CC=2N(N1)C(=CN2)C2=CC(=NC=N2)N2C[C@H](OCC2)CO)F